ClC=1C=C(C=CC1Cl)C=1N(C(=CC(C1C(=O)OC)=O)C)CC methyl 2-(3,4-dichlorophenyl)-1-ethyl-6-methyl-4-oxo-pyridine-3-carboxylate